CC1=NC(=NO1)C1=CC=C2C=CN=C(C2=C1)NCCN1CC2=C(CC1)C=C(S2)C(=O)OCC ethyl 6-[2-[[7-(5-methyl-1,2,4-oxadiazol-3-yl)-1-isoquinolyl]amino]ethyl]-5,7-dihydro-4H-thieno[2,3-c]pyridine-2-carboxylate